C(C)(C)(C)OC(=O)NCC(=O)NC1=C(C2=C(S1)C(CC2)C(=O)OCC)C(C2=C(C=CC=C2F)F)=O ethyl 2-[[2-(tert-butoxycarbonylamino)acetyl]amino]-3-(2,6-difluorobenzoyl)-5,6-dihydro-4H-cyclopenta[b]thiophene-6-carboxylate